12,18-dimethyl-nonadecanoic acid CC(CCCCCCCCCCC(=O)O)CCCCCC(C)C